3,4-dimethyl-5-(2-hydroxyethyl)thiazolium iodide [I-].C[N+]1=CSC(=C1C)CCO